N1=CC(=CC2=CC=CC=C12)C1=CC=CC(=N1)N1CCC(CC1)CN (1-(6-(quinolin-3-yl)pyridin-2-yl)piperidin-4-yl)methanamine